ClC1=CC(=C(C=C1)NS(=O)(=O)C1=CC=C(C=C1)C)C1(OC(=NN1C1=CC=CC=C1)C1=CC=CC=C1)C(F)(F)F N-(4-chloro-2-(3,5-diphenyl-2-(trifluoromethyl)-2,3-dihydro-1,3,4-oxadiazol-2-yl)phenyl)-4-methylbenzenesulfonamide